methyl 4-((4,4-difluoro-1-methoxy-1-oxobutan-2-yl)amino)-3-nitrobenzoate FC(CC(C(=O)OC)NC1=C(C=C(C(=O)OC)C=C1)[N+](=O)[O-])F